7-ethoxy-6-methoxy-1-(((5-methoxy-1H-indol-3-yl)thio)methyl)-3,4-dihydroisoquinoline-2(1H)-formaldehyde C(C)OC1=C(C=C2CCN(C(C2=C1)CSC1=CNC2=CC=C(C=C12)OC)C=O)OC